C(#CCC[O-])[O-] butyne-1,4-diolate